{2-(1-Fluoro-cyclopropyl)-4-[4-(2-methoxy-phenyl)-piperidin-1-yl]-quinazolin-6-yl}-[2-(2-fluoro-ethoxy)-ethyl]-methyl-amine FC1(CC1)C1=NC2=CC=C(C=C2C(=N1)N1CCC(CC1)C1=C(C=CC=C1)OC)N(C)CCOCCF